FC=1C=C2[C@H]3CCCN3C=3C=CN4N=CC(C(NC[C@H](CN(C1)C2=O)F)=O)=C4N3 (6R,13R)-9,13-difluoro-2,11,15,19,20,23-hexaazapentacyclo[15.5.2.17,11.02,6.020,24]pentacosa-1(23),7,9,17(24),18,21-hexaene-16,25-dione